ClC=1C(=NC=CC1)N1N=C(C=C1C(=O)NC=1C(=CC=2N(C1C(=O)NCC)N=CC2)C)OC2=CC(=NN2C)C(F)(F)F 6-(1-(3-Chloropyridin-2-yl)-3-((1-Methyl-3-(trifluoromethyl)-1H-pyrazol-5-yl)oxy)-1H-pyrazol-5-carboxamido)-N-ethyl-5-methylpyrazolo[1,5-a]pyridin-7-carboxamid